N1(CCOCC1)CCN1C=C2C(C1=O)=CCS2 5-(2-morpholin-4-ylethyl)thieno[2,3-c]pyrrol-4-one